ethyl α-(ethoxycarbonyl)oxyisobutyrate C(C)OC(=O)OC(C(=O)OCC)(C)C